C(C)(C)(C)OC(=O)N1CCN(CC1)C1=NC(=CC(=C1)C1=CC=C(C=C1)F)N1CCCC1 4-(4-(4-fluorophenyl)-6-(pyrrolidin-1-yl)pyridin-2-yl)piperazine-1-carboxylic acid tert-butyl ester